tert-butyl (S)-(4-(phenylthio)-3-((4-sulfamoyl-2-((trifluoromethyl)sulfonyl)phenyl)amino)butyl)carbamate C1(=CC=CC=C1)SC[C@H](CCNC(OC(C)(C)C)=O)NC1=C(C=C(C=C1)S(N)(=O)=O)S(=O)(=O)C(F)(F)F